oxybis[methoxypropane] O(C(CC)OC)C(CC)OC